CC(=C[C@H]1C([C@@H]1C(=O)OCC1=C(C(=C(C(=C1F)F)C)F)CC)(C)C)C 2-ethyl-4-methyl-3,5,6-trifluorobenzyl (1R)-trans-3-(2-methyl-1-propenyl)-2,2-dimethylcyclopropanecarboxylate